ClC=1C(=CC=C2C(CC(OC12)(C)C)O)OCOCCOC 8-chloro-7-((2-methoxyethoxy)methoxy)-2,2-dimethylchroman-4-ol